ClC1=C2C(=NC(=C1C)N)CCCO2 8-chloro-7-methyl-3,4-dihydro-2H-pyrano[3,2-b]pyridin-6-amine